The molecule is a quadruply-charged carboxyalkyl phosphate oxoanion resulting from global deprotonation of (2R)-O-phospho-3-sulfolactic acid. It derives from a (R)-lactate. It is a conjugate base of a (2R)-O-phospho-3-sulfolactic acid. C([C@@H](C(=O)[O-])OP(=O)([O-])[O-])S(=O)(=O)[O-]